C(C1=CC=CC=C1)(=O)O.N1=CC=CC(=C1)C1N(C)CCC1 Nicotine benzoate salt